ClCCCCCCCCSC1=CC2=CC=CC=C2C=C1 2-naphthyl (8-chlorooctyl) sulfide